(3R)-3-({2-[2-(methylsulfanyl)phenyl][1,2,4]triazolo[1,5-c]quinazolin-5-yl}amino)azepin-2-one CSC1=C(C=CC=C1)C1=NN2C(=NC=3C=CC=CC3C2=N1)NC=1C(N=CC=CC1)=O